(1S,2S,3R,5S)-2-fluoro-8-azabicyclo[3.2.1]octan F[C@@H]1[C@@H]2CC[C@@H](CC1)N2